FC1=C(C(=O)N)C=CC=C1NC(C1=CC=C(C=C1)F)=O 2-fluoro-3-[(4-fluorobenzoyl)amino]benzamide